O1C=C(C2=C1C=CC=C2)C[C@H](NC(=O)N2CCC1(CCCO1)CC2)B(O)O (R)-(2-(benzofuran-3-yl)-1-(1-oxa-8-azaspiro[4.5]decane-8-carboxamido)ethyl)boronic acid